2-Ethyl-N-(3-methoxyphenyl)butane-1-imine C(C)C(C=NC1=CC(=CC=C1)OC)CC